O=S1C2=C(C(=C1)CC(F)(F)F)C=CC=C2NC2CCOCC2 1-oxido-7-((tetrahydro-2H-pyran-4-yl)amino)-3-(2,2,2-trifluoroethyl)benzo[b]thiophen